2-Methoxy-4-((4-(piperazin-1-ylmethyl)phenyl)amino)pyrimido[4,5-d]pyridazin-5(6H)-on Hydrochlorid Cl.COC=1N=C(C2=C(C=NNC2=O)N1)NC1=CC=C(C=C1)CN1CCNCC1